The molecule is an enyne that is (4E,15Z,28E)-dotriaconta-4,15,28-triene-1,31-diyne substituted by hydroxy groups at positions 3 and 30 (the 3R,30R-stereoiosmer). It has been isolated from the marine sponge Petrosia. It has a role as an antineoplastic agent, an animal metabolite and a marine metabolite. It is a diol, an enyne, a secondary alcohol and a terminal acetylenic compound. C#C[C@@H](/C=C/CCCCCCCCCCC/C=C\\CCCCCCCCC/C=C/[C@H](C#C)O)O